N-[(4-Fluorophenyl)-methyl]-4-methyl-6-morpholin-4-yl-2-[(E)-prop-1-enyl]-pyridine-3-carboxylic acid amide FC1=CC=C(C=C1)CNC(=O)C=1C(=NC(=CC1C)N1CCOCC1)\C=C\C